4-(5-chloro-4-(ethylsulfinyl)-2-methoxyphenyl)-6-methylnicotinic Acid ClC=1C(=CC(=C(C1)C1=CC(=NC=C1C(=O)O)C)OC)S(=O)CC